[1-(tert-butoxycarbonyl)-3-{[5-methoxy-2-(oxetan-3-yl)pyrimidin-4-yl]amino}indazol-6-yl]-5'-methoxy-2'-oxospiro[cyclopropane-1,3'-indole]-1'-carboxylate C(C)(C)(C)OC(=O)N1N=C(C2=CC=C(C=C12)OC(=O)N1C(C2(C3=CC(=CC=C13)OC)CC2)=O)NC2=NC(=NC=C2OC)C2COC2